C(C(=C)C)(=O)OCCO 2-hydroxyethyl monomethacrylate